2-isopropyl-2-benzyl-1,3-dimethoxypropane C(C)(C)C(COC)(COC)CC1=CC=CC=C1